2-(((1r,4r)-4-(6-((4-chloro-2-fluorobenzofuran-7-yl)methoxy)pyridin-2-yl)cyclohexyl)methyl)-1-((1-(fluoromethyl)cyclopropyl)methyl)-1H-benzo[d]imidazole-6-carboxylic acid ClC1=CC=C(C2=C1C=C(O2)F)COC2=CC=CC(=N2)C2CCC(CC2)CC2=NC1=C(N2CC2(CC2)CF)C=C(C=C1)C(=O)O